FC1=C(C(=O)NCC23CCC(CC2)(CC3)C3=NC(=NO3)C3=NC=C(N=C3)OC)C=C(C(=C1F)O)F 2,3,5-trifluoro-4-hydroxy-N-({4-[3-(5-methoxypyrazin-2-yl)-1,2,4-oxadiazol-5-yl]bicyclo[2.2.2]octan-1-yl}methyl)benzamide